Ethyl (E)-3-(dimethylamino)prop-2-enoate CN(/C=C/C(=O)OCC)C